BrC=1C=C2C(=NC1Cl)C(N(C2)C)=O 3-bromo-2-chloro-6-methyl-5,6-dihydro-7H-pyrrolo[3,4-b]Pyridin-7-one